Methyl 6-[1-(4-fluorophenyl)but-3-enylamino]-3-nitro-5-(trifluoromethyl)pyridine-2-carboxylate FC1=CC=C(C=C1)C(CC=C)NC1=C(C=C(C(=N1)C(=O)OC)[N+](=O)[O-])C(F)(F)F